NC=1C2=C(N=CN1)C(=C(N2C2=CC(=C(C=C2)OC2=NC=CC(=N2)C)F)C2=CCCN(C2)C(=O)OC(C)(C)C)Br tert-butyl 5-(4-amino-7-bromo-5-{3-fluoro-4-[(4-methylpyrimidin-2-yl) oxy] phenyl}-5H-pyrrolo[3,2-d]pyrimidin-6-yl)-1,2,3,6-tetrahydropyridine-1-carboxylate